O=C1NC(CCC1N1C(C2=CC=C(C=C2C1)CNC(=O)NC1=C(C=CC=C1)N(C(OC(C)(C)C)=O)C)=O)=O tert-butyl N-{2-[({[2-(2,6-dioxopiperidin-3-yl)-1-oxo-3H-isoindol-5-yl] methyl} carbamoyl) amino] phenyl}-N-methylcarbamate